C[Si](OC(CCCCC)(Cl)Cl)(C)C trimethylsiloxy-dichlorohexane